NN(CC)CCC[Si](OC)(OC)OC N-amino-ethylaminopropyl-trimethoxy-silane